5-benzyl-3-ethoxy-N-((R)-2-hydroxy-2-((S)-1,2,3,4-tetrahydroisoquinolin-3-yl)ethyl)-4-oxo-5,6-dihydro-4H-thieno[2,3-c]pyrrole-2-carboxamide hydrochloride Cl.C(C1=CC=CC=C1)N1CC2=C(C1=O)C(=C(S2)C(=O)NC[C@H]([C@H]2NCC1=CC=CC=C1C2)O)OCC